(2R)-1-[4-(2-aminoacetyl)piperazin-1-yl]-2-[[2-chloro-4-(2-chlorophenyl)-7-quinolyl]oxy]propan-1-one NCC(=O)N1CCN(CC1)C([C@@H](C)OC1=CC=C2C(=CC(=NC2=C1)Cl)C1=C(C=CC=C1)Cl)=O